bis(3-furyl)phosphorus chloride O1C=C(C=C1)P(C1=COC=C1)Cl